C1(CC1)C1=CN=C(C(=N1)NC1=NNC2=CC(=CC=C12)[C@@H]1C[C@@]12C(NC1=CC=C(C=C21)OC)=O)OC (1R,2S)-2-{3-[(6-cyclopropyl-3-methoxypyrazin-2-yl)amino]-1H-indazol-6-yl}-5'-methoxy-1'H-spiro[cyclopropane-1,3'-indol]-2'-one